C(#N)CC1(CNC1)N1C=C(C=C1)C1=NC(=NC=C1)NC=1C=NN(C1)C 3-(cyanomethyl)-3-(3-(2-((1-methyl-1H-pyrazol-4-yl)amino)pyrimidin-4-yl)-1H-pyrrol-1-yl)azetidin